ClC1=CC(=C2C(=N1)N(C=C2)C2CN(C2)C(=O)OC(C)(C)C)C=O tert-butyl 3-(6-chloro-4-formyl-1H-pyrrolo[2,3-b]pyridin-1-yl)azetidine-1-carboxylate